ClC1=CC=2N(N=C1C)C(=CN2)C2=C1C=CC(=NC1=NC=C2)C2=NC=CC=C2 5-(7-chloro-6-methylimidazo[1,2-b]pyridazin-3-yl)-2-(pyridin-2-yl)-1,8-naphthyridine